{[(2S,4S)-4-({2-[(2,4-Difluorophenoxy)methyl]pyrimidin-4-yl}oxy)-2-methylpiperidin-1-yl]methyl}-1-[(1-methoxycyclobutyl)methyl]-1H-1,3-benzodiazole-6-carboxylic acid FC1=C(OCC2=NC=CC(=N2)O[C@@H]2C[C@@H](N(CC2)CC2=NC3=C(N2CC2(CCC2)OC)C=C(C=C3)C(=O)O)C)C=CC(=C1)F